(S)-4-(4-methoxy-2-((9-oxo-6a,7,8,9-tetra-hydro-6H-pyrido[2,3-b]pyrrolo[1,2-d][1,4]-oxazin-2-yl)amino)-pyrimidin-5-yl)-N,N-dimethylbenzamide COC1=NC(=NC=C1C1=CC=C(C(=O)N(C)C)C=C1)NC1=CC2=C(OC[C@H]3N2C(CC3)=O)N=C1